N-[(2R,3R,4R,5R,6R)-4,5-dihydroxy-6-(hydroxymethyl)-2-prop-2-ynyl-tetrahydropyran-3-yl]acetamide O[C@@H]1[C@H]([C@H](O[C@@H]([C@@H]1O)CO)CC#C)NC(C)=O